5-(4-chlorophenyl)-2-(4-(4-fluorophenoxy)phenyl)-4-methyl-1H-imidazole ClC1=CC=C(C=C1)C1=C(N=C(N1)C1=CC=C(C=C1)OC1=CC=C(C=C1)F)C